OCC12OCC(CC1)(CC2)C#N 1-(hydroxymethyl)-2-oxabicyclo[2.2.2]octane-4-carbonitrile